[6-(1,3-dioxolan-2-yl)-2-methyl-3-pyridyl]boronic acid O1C(OCC1)C1=CC=C(C(=N1)C)B(O)O